C(C)(C)(C)OC(NC1=C(C(=NC=C1)C(F)(F)F)F)=O (3-fluoro-2-(trifluoromethyl)pyridin-4-yl)carbamic acid tert-butyl ester